(S)-3-(1H-benzo[d]imidazol-5-yl)-4-(4-(diethylamino)phenyl)oxazolidin-2-one N1C=NC2=C1C=CC(=C2)N2C(OC[C@@H]2C2=CC=C(C=C2)N(CC)CC)=O